C(C)C(C(=O)O)(O)C.C(C)OC(C(C)O)=O ethyl-2-hydroxypropanoate (Ethyl lactate)